N-(2-methyl-5-(5-nitro-4-(1-oxo-1,2,3,4-tetrahydroisoquinolin-6-yl)-1H-pyrazol-1-yl)phenyl)acrylamide CC1=C(C=C(C=C1)N1N=CC(=C1[N+](=O)[O-])C=1C=C2CCNC(C2=CC1)=O)NC(C=C)=O